6-fluoro-5-methoxy-1-(tetrahydro-2H-pyran-2-yl)-1H-indazole FC1=C(C=C2C=NN(C2=C1)C1OCCCC1)OC